C(C1=CC=CC=C1)N1[C@H](CCC2=CC=CC=C12)C (S)-1-benzyl-2-methyl-1,2,3,4-tetrahydroquinoline